9-(1-((6-Chloro-2-(1-methyl-1H-1,2,4-triazol-3-yl)pyridin-3-yl)amino)ethyl)-4-cyclopropyl-3-ethyl-7-methyl-3,4-dihydro-5H-pyrazolo[3,4-c]isoquinolin-5-one ClC1=CC=C(C(=N1)C1=NN(C=N1)C)NC(C)C=1C=2C3=C(N(C(C2C=C(C1)C)=O)C1CC1)N(N=C3)CC